(2R,3R,4S,5R,6R)-N-(3-Ethynylbenzyl)-3,5-dihydroxy-N-((1S,2S)-2-hydroxycyclohexyl)-6-(hydroxymethyl)-4-(4-(3,4,5-trifluorophenyl)-1H-1,2,3-triazol-1-yl)tetrahydro-2H-pyran-2-carboxamid C(#C)C=1C=C(CN(C(=O)[C@@H]2O[C@@H]([C@@H]([C@@H]([C@H]2O)N2N=NC(=C2)C2=CC(=C(C(=C2)F)F)F)O)CO)[C@@H]2[C@H](CCCC2)O)C=CC1